(R)-3-amino-5-[3-[2-(3-hydroxy-1-methyl-2-oxo-pyrrolidin-3-yl)ethynyl]phenyl]indazole-1-carboxylic acid tert-butyl ester C(C)(C)(C)OC(=O)N1N=C(C2=CC(=CC=C12)C1=CC(=CC=C1)C#C[C@]1(C(N(CC1)C)=O)O)N